O[C@@]12C(C=3C=CSC3N=C2N(CC1)C1=CC=C(C=C1)CO)=O (9S)-9-Hydroxy-12-[4-(hydroxymethyl)phenyl]-4-thia-2,12-diazatricyclo[7.3.0.03,7]dodeca-1,3(7),5-trien-8-one